C(C=C)(=O)N1[C@@H](CN(CC1)C1=NC(=NC=2C[C@@H](CCC12)C1=CC(=CC2=CC=CC=C12)O)OC[C@H]1N(CCC1)C)CC#N 2-((R)-1-acryloyl-4-((R)-7-(3-hydroxynaphthalen-1-yl)-2-(((S)-1-methylpyrrolidin-2-yl)methoxy)-5,6,7,8-tetrahydroquinazolin-4-yl)piperazin-2-yl)acetonitrile